C(CCCCCCC)C1=C(C2=CC=CC=C2C=C1)N.[Na] sodium 2-octylnaphthylamine